(E)-2-[2-(6-chloro-pyrimidin-4-yloxy)phenyl]-3-methoxyacrylic acid ClC1=CC(=NC=N1)OC1=C(C=CC=C1)/C(/C(=O)O)=C\OC